C(C)(C)(C)N(C(=O)OC1=CC=C(C[C@H](NC(=O)OC(C)(C)C)C(=O)O)C=C1)[C@H]1C[C@H](N(CC1)C(=O)N1CC2(CCCC2)C(CC1)CN1C=NC2=CC=C(C=C2C1=O)F)C1=CC=CC=C1 N-(t-butoxycarbonyl)tyrosine tert-Butyl-((2S,4R)-1-(10-((6-fluoro-4-oxoquinazolin-3(4H)-yl)methyl)-7-azaspiro[4.5]decane-7-carbonyl)-2-phenylpiperidin-4-yl)carbamate